FC=1C=C(C=CC1)C1(NC(C=2N1C(C(=CC2)NC2=NC=NC=C2)=O)=O)C 3-(3-fluorophenyl)-3-methyl-6-(pyrimidin-4-ylamino)-2,3-dihydroimidazo-[1,5-a]pyridine-1,5-dione